C(C(C)C)N1C2CN(C(C1)C2)C(=O)OC(C)(C)C tert-Butyl 5-isobutyl-2,5-diazabicyclo[2.2.1]heptane-2-carboxylate